C(CCCC)OCI iodomethyl amyl ether